2-(1-(4-Amino-3-iodo-1H-pyrazolo[3,4-d]pyrimidin-1-yl)ethyl)-3-(3-fluorophenyl)-4H-chromene NC1=C2C(=NC=N1)N(N=C2I)C(C)C=2OC1=CC=CC=C1CC2C2=CC(=CC=C2)F